Br.C(C(C)C)OC([C@H]1N(CC(C1)O)C(C1=CC=CC=C1)C1=CC=CC=C1)=O 4-Hydroxy-1-diphenylmethyl-proline-isobutylester-hydrobromide